BrC=1C=C2CC([C@@H](C2=CC1)N)F (1R)-5-bromo-2-fluoro-2,3-dihydro-1H-inden-1-amine